3,6,9,12,15,18,21,24,27-nonaoxatriacontan-30-amide CCOCCOCCOCCOCCOCCOCCOCCOCCOCCC(=O)N